ClC=1C2=CN(N=C2C(=C(C1)C1=CC=C(C=C1)[C@@H]1[C@H](CN(CC1)C(=O)OC(C)(C)C)F)Cl)C(C(=O)OCC)C1=C2N(C=N1)C[C@@H](C2)F |&1:16,17| tert-butyl rac-(3R,4R)-4-(4-(4,7-dichloro-2-(2-ethoxy-1-((R)-6-fluoro-6,7-dihydro-5H-pyrrolo[1,2-c]imidazol-1-yl)-2-oxoethyl)-2H-indazol-6-yl)phenyl)-3-fluoropiperidine-1-carboxylate